3-(1-propyl-2-methylindol-3-yl)-4-azaphthalide C(CC)N1C(=C(C2=CC=CC=C12)C1OC(=O)C2=CC=CN=C12)C